CCCCC/C=C\C/C=C\C/C=C\C/C=C\CCCCCC(=O)OC[C@H](COP(=O)([O-])OCC[N+](C)(C)C)OC(=O)CCCC/C=C\C/C=C\C/C=C\C/C=C\CC 1-(7Z,10Z,13Z,16Z-docosatetraenoyl)-2-(6Z,9Z,12Z,15Z-octadecatetraenoyl)-glycero-3-phosphocholine